BrC1=CC2=C(C=C1)N1C(SC3=C(C1=O)C=CC(=C3)C3=CC=CC=C3)=N2 8-Bromo-3-phenyl-benzimidazolo[2,1-b][1,3]benzothiazin-12-on